FC1=C(CNC([C@H](C)NC(OC(C)(C)C)=O)=O)C=CC=C1 Tertbutyl (S)-(1-((2-fluorobenzyl)amino)-1-oxopropan-2-yl)carbamate